COC(C=CC12NC(C=CC2C1(C(=O)OC)C1=CC=CC=C1)=O)=O methyl 3-methoxy-3-oxoprop-1-en-1-yl-3-oxo-7-phenyl-2-azabicyclo[4.1.0]hept-4-ene-7-carboxylate